O1[13C](=[13C](O)[13C](=O)C=2C(O)=CC(O)=CC12)C1=CC(O)=C(O)C=C1 Quercetin-13C3